FC(C)(C)C1=NC=CC(=N1)C1=NC(=CC2=C(C=NC(=C12)OC)C(C)(C)NC)N (2-(2-Fluoroprop-2-yl)pyrimidin-4-yl)-8-methoxy-5-(2-(methylamino)prop-2-yl)-2,7-naphthyridin-3-amine